7-{(3S)-3-[(diethylamino)methyl]pyrrolidin-1-yl}-2-(4,6-dimethylpyrazolo[1,5-a]pyrazin-2-yl)-4H-pyrido[1,2-a]pyrimidin-4-one C(C)N(CC)C[C@H]1CN(CC1)C=1C=CC=2N(C(C=C(N2)C2=NN3C(C(=NC(=C3)C)C)=C2)=O)C1